4-(4-(3-fluoropyridin-4-yl)-7-(1H-pyrazol-5-yl)imidazo[1,5-b]pyridazin-2-yl)-3-methylmorpholine FC=1C=NC=CC1C=1C=2N(N=C(C1)N1C(COCC1)C)C(=NC2)C2=CC=NN2